BrC=1C=C2C=3C(C(CC3C1)(F)F)(CC2=O)CC(=O)O.FC2=CC=C(C=C2)C2=NC(=CC(=C2)C(C(C(F)(F)F)(F)F)(F)F)C2=CC=C(C=C2)F 2,6-bis(4-fluorophenyl)-4-(perfluoropropyl)pyridine 6-bromo-2,2-difluoro-4-oxo-1,2,3,4-tetrahydro-2aH-cyclopenta[cd]inden-2a-yl-acetate